tert-butyl (3R)-3-[6-[2-cyano-3-[[ethyl(methyl)sulfamoyl]amino]-6-fluoro-phenoxy]-4-oxo-quinazolin-3-yl]-1,1-dioxo-1-thia-8-azaspiro[4.5]decane-8-carboxylate C(#N)C1=C(OC=2C=C3C(N(C=NC3=CC2)[C@H]2CS(C3(C2)CCN(CC3)C(=O)OC(C)(C)C)(=O)=O)=O)C(=CC=C1NS(N(C)CC)(=O)=O)F